5-bromo-2-((4-cyanobenzyl)carbamoyl)benzyl (E)-N'-(3-chloro-4-fluorophenyl)carbamimidothioate ClC=1C=C(C=CC1F)\N=C(/N)\SCC1=C(C=CC(=C1)Br)C(NCC1=CC=C(C=C1)C#N)=O